1-(1,1,1-trifluoropropan-2-yl)-3-(4-(2,3-dihydro-2-oxo-1H-imidazo[4,5-b]pyridin-7-yl)phenyl)urea FC(C(C)NC(=O)NC1=CC=C(C=C1)C1=C2C(=NC=C1)NC(N2)=O)(F)F